7-fluoro-3-methyl-1H-quinolin-4-one FC1=CC=C2C(C(=CNC2=C1)C)=O